CCOC(=O)[C@@H]1[C@@H]2CC[C@H](C(N1)=O)N2C(=O)OC(C)(C)C (1S,2S,5R)-4-oxo-3,8-diazabicyclo[3.2.1]octane-2,8-dicarboxylic acid 8-tert-butyl 2-ethyl ester